FC(C1=NN=C(O1)C1=CC=C(CN2N=NC(=C2)C2=CC3=C(N=C(S3)N)C=C2)C=C1)F 6-(1-(4-(5-(difluoromethyl)-1,3,4-oxadiazol-2-yl)benzyl)-1H-1,2,3-triazol-4-yl)benzo[d]thiazol-2-amine